CN1CCC(CC1)C=1SC2=C(N1)C=C(C=C2)C=2CCCC(N2)C 2-(1-methyl-4-piperidyl)-5-(2-methyl-2,3,4,5-tetrahydropyridin-6-yl)-1,3-benzothiazole